C(CN([C@@H](CCC(=O)[O-])C(=O)[O-])CC(=O)[O-])(=O)[O-].[Na+].[Na+].[Na+].[Na+] sodium L-glutamate N,N-diacetate